4-methylpiperidine-4-carboxylate CC1(CCNCC1)C(=O)[O-]